methyl-cyclohepta-2,4-dien-6-one CC1C=CC=CC(C1)=O